4-(Bromomethyl)-5-cyclopropyl-7-methyl-1-p-toluenesulfonyl-1H-indole BrCC1=C2C=CN(C2=C(C=C1C1CC1)C)S(=O)(=O)C1=CC=C(C)C=C1